FC1=CC=C(C=C1)N(C(OC1=C(C=C(C=C1C(F)(F)F)C(F)(F)F)N1C(N(CC1)CC1(CNC1)O)=O)=O)C 2-(3-((3-hydroxyazetidin-3-yl)methyl)-2-oxoimidazolidin-1-yl)-4,6-bis(trifluoromethyl)phenyl (4-fluorophenyl)(methyl)carbamate